C(C)(C)(C)OC(=O)N1CC(C1)NC1=CC(=C(C=C1)C)C(N[C@H](C)C1=CC(=CC=C1)C=1SC(=CC1)C=O)=O.BrC1=C(C=CC(=C1)C(C)(C)C)C1=CC=C(C=C1)C(C)(C)C 2-bromo-4,4'-di-tert-butyl-biphenyl tert-butyl-(R)-3-((3-((1-(3-(5-formylthiophen-2-yl)phenyl)ethyl)carbamoyl)-4-methylphenyl)amino)azetidine-1-carboxylate